7-(3-Amino-phenylamino)-1-methyl-2-oxo-1,4-dihydro-2H-pyrimido[4,5-d]pyrimidin NC=1C=C(C=CC1)NC1=NC=C2C(=N1)N(C(NC2)=O)C